tert-butyl 4-[2-(7-fluoro-2-methylindazol-5-yl) thieno[2,3-d][1,3]thiazol-5-yl]-3-hydroxypiperidine-1-carboxylate FC1=CC(=CC2=CN(N=C12)C)C=1SC2=C(N1)SC(=C2)C2C(CN(CC2)C(=O)OC(C)(C)C)O